NC=1C(=C(C=CC1)C1=CC(=CC=C1)C(=O)O)OCC1=CC=CC=C1 3'-amino-2'-benzyloxy-[1,1'-biphenyl]-3-carboxylic acid